tert-butyl 5-cyclopropyl-3-{2-[1-(3,4-difluorophenyl)pyrazol-3-yl]propanamido}pyrazole-1-carboxylate C1(CC1)C1=CC(=NN1C(=O)OC(C)(C)C)NC(C(C)C1=NN(C=C1)C1=CC(=C(C=C1)F)F)=O